tert-butyl (3-((1-(morpholine-4-carbonyl)-5-phenylpiperidin-3-yl)oxy)benzyl)carbamate N1(CCOCC1)C(=O)N1CC(CC(C1)C1=CC=CC=C1)OC=1C=C(CNC(OC(C)(C)C)=O)C=CC1